[(3aR,4R,6R,6aS)-6-{5-bromopyrrolo[2,3-d]pyrimidin-7-yl}-2,2-dimethyl-tetrahydro-3aH-cyclopenta[d][1,3]dioxol-4-yl]methanol BrC1=CN(C=2N=CN=CC21)[C@@H]2C[C@@H]([C@@H]1[C@H]2OC(O1)(C)C)CO